CC(CCN1C[C@@H]2[C@H](C1)CC(C2)OC=2N=NC(=CC2)C=2C(=NN(C2)C)C)(C)C (3aR,5s,6aS)-2-(3,3-dimethyl-butyl)-5-[6-(1,3-dimethylpyrazol-4-yl)pyridazin-3-yl]oxy-3,3a,4,5,6,6a-hexahydro-1H-cyclopenta[c]pyrrole